C(C)(C)(C)OC(NC(C(=O)NC)COC=1C=C2CC(CC2=C(C1)F)C=O)=O N-[3-[(7-fluoro-2-formyl-2,3-dihydro-1H-inden-5-yl)oxy]-1-(methylamino)-1-oxopropan-2-yl]carbamic acid tert-butyl ester